tungsten tantalum nickel titanium vanadium [V].[Ti].[Ni].[Ta].[W]